O1CCN(CC1)S(=O)(=O)N1C(CC(C1)C1=CC=CC=C1)CS(=O)(=O)C1=NC=CC(=C1)CNC(OC(C)(C)C)=O tert-butyl ((2-(((1-(morpholinosulfonyl)-4-phenylpyrrolidin-2-yl)methyl)sulfonyl)pyridin-4-yl)methyl)carbamate